ClC1=CC=C(C=C1)[P]C1=CC=C(C=C1)Cl bis(4-chlorophenyl)phosphorus